2-cyano-3-(8-hydroxyquinolin-5-yl)acrylic acid C(#N)C(C(=O)O)=CC1=C2C=CC=NC2=C(C=C1)O